FC1=C(C=CC(=C1)C(NS(=O)(=O)C)=O)N1[C@@H]2C[C@H]([C@H](C1)C2)OC(=O)C=2C(=NOC2C2CC2)C2=C(C=CC=C2Cl)Cl 5-cyclopropyl-3-(2,6-dichlorophenyl)-1,2-oxazole-4-carboxylic acid (1S,4S,5R)-2-[2-fluoro-4-(methylsulfonylcarbamoyl) phenyl]-2-azabicyclo[2.2.1]heptan-5-yl ester